trans-5-chloro-N-((4-(5-chlorobenzofuran-2-carboxamido)cyclohexyl)methyl)benzofuran-2-carboxamide ClC=1C=CC2=C(C=C(O2)C(=O)NC[C@@H]2CC[C@H](CC2)NC(=O)C=2OC3=C(C2)C=C(C=C3)Cl)C1